rac-benzyl [(3'H-spiro[cyclopropane-1,2'-furo[3,2-b]pyridin]-3'-yl)methyl]carbamate O1C2([C@@H](C3=NC=CC=C31)CNC(OCC3=CC=CC=C3)=O)CC2 |r|